CC1C23C(CC1)C(C(C(CC2)(O)C)C3)(C)C 2,6,6,8-tetramethyltricyclo[5.3.1.0(1,5)]Undecane-8-ol